3,9-dibromo-7-fluoro-2-hydroxy-pyrido[1,2-a]pyrimidin-4-one BrC1=C(N=C2N(C1=O)C=C(C=C2Br)F)O